1-(3-methoxy-4-nitrophenyl)piperidine-4-carboxaldehyde COC=1C=C(C=CC1[N+](=O)[O-])N1CCC(CC1)C=O